NCCCCCC(=O)[N-]CC1=CC=C(C=C1)Cl ε-aminocaproyl-p-chlorobenzylamide